N-((1R)-3-Cyano-3-azabicyclo[3.2.0]heptan-1-yl)-5-(2-phenoxyphenyl)thiazol-2-carboxamid C(#N)N1C[C@]2(CCC2C1)NC(=O)C=1SC(=CN1)C1=C(C=CC=C1)OC1=CC=CC=C1